(2E)-1-[2-(4-chloro-2-fluorophenyl)-3-(pyridin-4-yl)-6,7-dihydropyrazolo[1,5-a]pyrazin-5(4H)-yl]-4,4-difluorobut-2-en-1-one ClC1=CC(=C(C=C1)C1=NN2C(CN(CC2)C(\C=C\C(F)F)=O)=C1C1=CC=NC=C1)F